tert-butyl (1-(5-((7R,14R)-1-chloro-6-(methyl-d3)-5-oxo-5,6,7,14-tetrahydro-7,14-methanobenzo[f]benzo[4,5]imidazo[1,2-a][1,4]diazocin-11-yl)pyrimidin-2-yl)propyl)carbamate ClC1=CC=CC=2C(N([C@H]3C=4N([C@@H](C21)C3)C3=C(N4)C=CC(=C3)C=3C=NC(=NC3)C(CC)NC(OC(C)(C)C)=O)C([2H])([2H])[2H])=O